tert-butyl (R)-6-(allyloxy)-3-oxo-4-((2-(trimethylsilyl)ethoxy)methyl)-1,4-diazepane-1-carboxylate C(C=C)O[C@@H]1CN(C(CN(C1)C(=O)OC(C)(C)C)=O)COCC[Si](C)(C)C